tert-butyl 4-{2-[(1S)-4-(tert-butoxy)-1-carbamoyl-4-oxobutyl]-1-oxo-3H-isoindol-5-yl}-3,3-dimethylpiperazine-1-carboxylate C(C)(C)(C)OC(CC[C@@H](C(N)=O)N1C(C2=CC=C(C=C2C1)N1C(CN(CC1)C(=O)OC(C)(C)C)(C)C)=O)=O